OC[C@H]1O[C@@H]([C@@H]([C@H]([C@H]1O)N1N=NC(=C1)C1=CC(=C(C(=C1)F)F)F)OC)CC1=NOC2(C1)CCC(CC2)C (2R,3R,4S,5R,6R)-2-(hydroxymethyl)-5-methoxy-6-(((5r,8R)-8-methyl-1-oxa-2-azaspiro[4.5]dec-2-en-3-yl)methyl)-4-(4-(3,4,5-trifluorophenyl)-1H-1,2,3-triazol-1-yl)tetrahydro-2H-pyran-3-ol